N-(3-((5-cyano-1H-pyrrolo[2,3-b]pyridin-4-yl)amino)-4-ethylcyclopentyl)benzo[c][1,2,5]oxadiazole-4-sulfonamide C(#N)C=1C(=C2C(=NC1)NC=C2)NC2CC(CC2CC)NS(=O)(=O)C2=CC=CC1=NON=C12